CC1(C=C(CC1)C(C)OC(COC(C=CC)=O)(C)C)C 2-butenoic acid 2-[1-(3,3-dimethyl-1-cyclopenten-1-yl) ethoxy]-2-methylpropyl ester